5-{2-[2-(9-methyl-9H-carbazole-2-sulfonamido)phenyl]ethynyl}pyridine-2-carboxylic acid CN1C2=CC=CC=C2C=2C=CC(=CC12)S(=O)(=O)NC1=C(C=CC=C1)C#CC=1C=CC(=NC1)C(=O)O